(1r,4r)-N1-(5-chloro-4-(5-(cyclopropylmethyl)-1-methyl-1H-pyrazol-4-yl)pyrimidin-2-yl)-N4-pentylcyclohexane-1,4-diamine ClC=1C(=NC(=NC1)NC1CCC(CC1)NCCCCC)C=1C=NN(C1CC1CC1)C